FC1=CC=C(C=C1)C(C[N+](=O)[O-])C(C(=O)O)C(=O)O (1-(4-fluorophenyl)-2-nitroethyl)malonic acid